4-(2-(2-methoxyphenyl)-3-methyl-7-oxo-4,7-dihydropyrazolo[1,5-a]pyrimidin-5-yl)benzonitrile COC1=C(C=CC=C1)C1=NN2C(NC(=CC2=O)C2=CC=C(C#N)C=C2)=C1C